7-bromo-2-((S)-3-carboxybutanoyl)-6-methoxy-4-methylisoindolin BrC=1C(=CC(=C2CN(CC12)C(C[C@H](C)C(=O)O)=O)C)OC